FC(C(=O)N(N)C1=CC=C(C=C1)C)F (Z)-2,2-difluoro-N1-(4-methylphenyl)acethydrazide